ClC1=C(C=2C=CN(C2C=C1)S(=O)(=O)C1=CC=C(C)C=C1)C=O 5-Chloro-1-p-toluenesulfonyl-1H-indole-4-carbaldehyde